C1=CC2=C(C(=C1)OCC(COC3=CC=CC4=C3C(=O)C=C(O4)C(=O)O)O)C(=O)C=C(O2)C(=O)O The molecule is a dicarboxylic acid that is the bis-chromone derivative of glycerol. It is effective as a mast cell stabilizer. It has a role as a calcium channel blocker and an anti-asthmatic drug. It is a dicarboxylic acid and a member of chromones. It is a conjugate acid of a cromoglycate(1-).